BrC=1C=C2CCN(C(C2=C(C1)OC)=O)CC#N 2-(6-bromo-8-methoxy-1-oxo-3,4-dihydroisoquinolin-2(1H)-yl)acetonitrile